OC(C)C1=CC=C(C2=CC=CC=C12)O 1,4-dihydroxyethyl-naphthalene